methyl((1-((2-(3,5-dichlorophenyl)-6-((2-(4-(2-hydroxyethyl) piperazin-1-yl)pyrimidin-5-yl)oxy)pyridin-4-yl) methyl)piperidin-4-yl)methyl)carbamate COC(NCC1CCN(CC1)CC1=CC(=NC(=C1)OC=1C=NC(=NC1)N1CCN(CC1)CCO)C1=CC(=CC(=C1)Cl)Cl)=O